4-[4-(morpholin-4-yl)-7-{[2-(trimethylsilyl)ethoxy]methyl}-7H-pyrrolo[2,3-d]pyrimidin-6-yl]aniline N1(CCOCC1)C=1C2=C(N=CN1)N(C(=C2)C2=CC=C(N)C=C2)COCC[Si](C)(C)C